dimethyl-aminoacetamide myristate C(CCCCCCCCCCCCC)(=O)O.CC(C(=O)N)(N)C